[Cl-].[Cl-].[Cl-].O1CCCC1.[Cr+3] chromium (tetrahydrofuran) trichloride